(S)-N-(7-amino-2-oxo-1-(2,3,6-trifluorophenoxy)hept-3-yl)pyridinecarboxamide NCCCC[C@@H](C(COC1=C(C(=CC=C1F)F)F)=O)NC(=O)C1=NC=CC=C1